C12C3CCCC3(CC1)C2 tricyclo[4.2.1.02,6]-nonane